((2R,3S,4R,5R)-5-(4-aminopyrrolo[2,1-f][1,2,4]triazin-7-yl)-5-cyano-3,4-dihydroxytetrahydrofuran-2-yl)methyl ((R)-2-((3-cyano-5-fluorobenzyl)oxy)-3-stearamidopropyl) hydrogen phosphate P(=O)(OC[C@H]1O[C@@]([C@@H]([C@@H]1O)O)(C#N)C1=CC=C2C(=NC=NN21)N)(OC[C@@H](CNC(CCCCCCCCCCCCCCCCC)=O)OCC2=CC(=CC(=C2)F)C#N)O